2-(5,6-dihydro-8H-imidazo[2,1-c][1,4]oxazin-3-yl)-N-(5-(2-(3,3-dimethylazetidin-1-yl)acetamido)-2-methylpyridin-3-yl)pyrazolo[5,1-b]thiazole-7-carboxamide N=1C=C(N2C1COCC2)C2=CN1C(S2)=C(C=N1)C(=O)NC=1C(=NC=C(C1)NC(CN1CC(C1)(C)C)=O)C